C(CCCCC(=O)O)CCCC(=O)O Decanedicarboxylic acid